COC1=CC2=C(C(=C(O2)C2=CC=C(C=C2)OC)C(=O)C2=CC=C(C#N)C=C2)C=C1 4-[6-Methoxy-2-(4-methoxyphenyl)benzofuran-3-carbonyl]benzonitrile